7-[2-(methylthio)phenyl]-1-[2-(piperidin-1-yl)ethyl]-3,4-dihydro-quinolin-2(1H)-one CSC1=C(C=CC=C1)C1=CC=C2CCC(N(C2=C1)CCN1CCCCC1)=O